FC=1C=C(C=CC1F)N1C=C(C(C2=CC(=C(C=C12)N1[C@H](CCC1)COC1=NC=CC=C1)F)=O)C(=O)O (R)-1-(3,4-difluorophenyl)-6-fluoro-4-oxo-7-(2-((pyridin-2-yloxy)methyl)pyrrolidin-1-yl)-1,4-dihydro-quinoline-3-carboxylic acid